N[C@@H]1C[C@@H](N(C2=CC=CC=C12)C(CC)=O)C |o1:1,3| 1-[(2S*,4R*)-4-amino-2-methyl-3,4-dihydroquinolin-1(2H)-yl]propan-1-one